C(C)N1N=C2C(N=CC=C2)=C1C ethyl-3-methyl-2H-pyrazolo[4,3-b]Pyridine